FC1=NC(=NC(=C1)C)NCCOCCOCCOCCNC(OC(C)(C)C)=O tert-Butyl (2-(2-(2-(2-((4-fluoro-6-methylpyrimidin-2-yl)amino)ethoxy)ethoxy)ethoxy)-ethyl)carbamate